ClC1=NC=C(C=N1)C(=O)N1CCN(CC1)C=1OC=2C(=NC(=CC2)C)N1 (2-chloropyrimidin-5-yl)(4-(5-methyloxazolo[4,5-b]pyridin-2-yl)piperazin-1-yl)methanone